tert-Butyl (2-(2-butyl-4-cyano-5-amino-1H-imidazol-1-yl)ethyl)carbamate C(CCC)C=1N(C(=C(N1)C#N)N)CCNC(OC(C)(C)C)=O